6-(4-Chlorophenyl)-2-(1-methyl-1H-pyrazol-4-yl)-3-oxo-2,3,4,5-tetrahydropyridazine-4-carboxylic acid ClC1=CC=C(C=C1)C=1CC(C(N(N1)C=1C=NN(C1)C)=O)C(=O)O